CN1C(=NN=C1)C[C@@H](C)C1=CC(=NC(=C1)NC1COC1)N1C(C2=CC=CC(=C2C1)C(F)(F)F)=O 2-{4-[(2R)-1-(4-methyl-4H-1,2,4-triazol-3-yl)propan-2-yl]-6-[(oxetan-3-yl)amino]pyridin-2-yl}-4-(trifluoromethyl)-2,3-dihydro-1H-isoindol-1-one